C(=O)O.O=C1NC(CCC1N1C(C2=CC=CC=C2C1=O)=O)=O 2-(2,6-dioxo-3-piperidinyl)isoindoline-1,3-dione formate